7-{5-bromo-4-[(oxetan-3-yl)amino]pyridin-2-yl}pyrrolo[1,2-b]pyridazine-3-carbonitrile BrC=1C(=CC(=NC1)C1=CC=C2N1N=CC(=C2)C#N)NC2COC2